C(C)OC(C=CC1=CC=C(C=C1)OCCCCO)=O 4-(4-hydroxybutyloxy)cinnamic acid ethyl ester